OC(C(=O)O)N(CCN(CC(=O)O)CC(=O)O)CC(=O)O hydroxyethylenediaminetetraacetic acid